2-amino-3-bromo-N-(3-methyltetrahydro-2H-pyran-4-yl)-N-((5-(trifluoromethyl)pyridin-2-yl)methyl)quinoline-6-carboxamide NC1=NC2=CC=C(C=C2C=C1Br)C(=O)N(CC1=NC=C(C=C1)C(F)(F)F)C1C(COCC1)C